NCC1=CC=C(C=C1)NC(=O)C1=CC2=C(OCCC3=C2SC=C3)C=C1C1=C(C(=O)OC)C=C(C=C1)C(F)(F)F methyl 2-(9-((4-(aminomethyl)phenyl)carbamoyl)-4,5-dihydrobenzo[b]thieno[2,3-d]oxepin-8-yl)-5-(trifluoromethyl)benzoate